1-methyl-(decanol) CC(CCCCCCCCC)O